ClC=1N=C(C=2NC=3C=C(C=C(C3C2N1)F)F)NCCCP(OCC)(OCC)=O diethyl (3-((2-chloro-7,9-difluoro-5H-pyrimido[5,4-b]indol-4-yl)amino)propyl)phosphonate